NC1=C(C=CC(=C1)NCC1=CC=C(C=C1)C(F)(F)F)NC([C@@H]([C@@H](CCCCCCC)F)F)=O (2S,3R)-N-(2-Amino-4-((4-(trifluoromethyl)benzyl)amino)phenyl)-2,3-difluorodecanamid